3-(4-(4-aminobut-1-yn-1-yl)-5-methylthiophen-2-yl)prop-2-yn NCCC#CC=1C=C(SC1C)C#CC